C(OC[C@H]1O[C@@]([C@@H]([C@@H]1OP(=O)(O)OCC)O)(C#N)C1=CC=C2C(=NC=NN21)N)(OC(C)C)=O [(2R,3S,4R,5R)-5-(4-aminopyrrolo[2,1-f][1,2,4]triazin-7-yl)-5-cyano-3-[ethoxy(hydroxy)phosphoryl]oxy-4-hydroxy-tetrahydrofuran-2-yl]methyl isopropyl carbonate